divinylanthracene C=CC1=C(C2=CC3=CC=CC=C3C=C2C=C1)C=C